ClC1=CC(=NC=N1)N1\C=C\C(=C(C=C1)N1CC2=CC=CC=C2CC1)O trans-1-(6-chloropyrimidin-4-yl)-5-(3,4-dihydroisoquinolin-2(1H)-yl)azepin-4-ol